CC1=CC=C(C=C1)S(=O)(=O)N[C@@H](C)C(=O)OC1=CNC(=C1)C1=CC=CC=C1 3-(N-p-toluenesulfonyl-L-alanyloxy)-5-phenylpyrrole